OCCCCCC/C=C/CCCCCCCC(=O)OC(CO)CO 1,3-dihydroxypropan-2-yl 16-hydroxy-(9E)-hexadec-9-enoate